2-(((1-(2-hydroxyethyl)azetidin-3-yl)carbamoyl)oxy)propane-1,3-diyl dipalmitate C(CCCCCCCCCCCCCCC)(=O)OCC(COC(CCCCCCCCCCCCCCC)=O)OC(NC1CN(C1)CCO)=O